BrC=1C=CC2=C(S[C@@]3([C@@H]([C@@H]([C@@]2(C3=O)O)C(=O)OC)C3=CC=CC=C3)C3=CC=C(C=C3)Br)C1 methyl (2S,3S,4S,5R)-8-bromo-2-(4-bromophenyl)-5-hydroxy-10-oxo-3-phenyl-2,3,4,5-tetrahydro-2,5-methanobenzo[b]thiepine-4-carboxylate